2-[(1S,4S)-5-Methyl-2,5-diazabicyclo[2.2.1]heptan-2-yl]-N-[2-(3-methylpyridin-2-yl)-[1,3]thiazolo[5,4-c]pyridin-6-yl]pyrimidin-4-amine CN1[C@@H]2CN([C@H](C1)C2)C2=NC=CC(=N2)NC2=CC1=C(C=N2)SC(=N1)C1=NC=CC=C1C